Lactose-hydrate O.OC1[C@H](O)[C@@H](O)[C@H](O[C@H]2[C@H](O)[C@@H](O)[C@@H](O)[C@H](O2)CO)[C@H](O1)CO